ClC=1C(=C(C=CC1OC1CCC1)NC=1C2=C(N=CN1)C=CC(=N2)N2[C@@H]1CN([C@H](C2)C1)C(C=C)=O)F 1-((1S,4S)-5-(4-((3-chloro-4-cyclobutoxy-2-fluorophenyl)amino)pyrido[3,2-d]pyrimidin-6-yl)-2,5-diazabicyclo[2.2.1]heptan-2-yl)prop-2-en-1-one